FC(C=1OC2=C(CN(CC2)C(=O)OC(C)(C)C)N1)(F)F tert-butyl 2-(trifluoromethyl)-6,7-dihydrooxazolo[4,5-c]pyridine-5(4H)-carboxylate